C(CCC(=O)O)(=O)O.C(CCC(=O)O)(=O)O.ClC=1C=C(CN2CC(CC2)CN)C=CC1OCC (1-(3-chloro-4-ethoxybenzyl)pyrrolidin-3-yl)methanamine disuccinate